CC(C(C)(C)C(C)(C)N)N tetramethyl-1,3-butanediamine